BrC=1C=C(C(=NC1)Cl)C(C(CC)O)O (5-bromo-2-chloropyridin-3-yl)butane-1,2-diol